6-deutero-6-iodo-2-azaspiro[3.3]heptane-2-carboxylic acid tert-butyl ester C(C)(C)(C)OC(=O)N1CC2(C1)CC(C2)(I)[2H]